(R)-5-(3-(methyl(7H-pyrrolo[2,3-d]pyrimidin-4-yl)amino)pyrrolidin-1-yl)pyrimidine-2-carbonitrile CN([C@H]1CN(CC1)C=1C=NC(=NC1)C#N)C=1C2=C(N=CN1)NC=C2